4-bromo-3-methyl-2H-1,2,3-triazole BrC=1N(NNC1)C